ClC1=CC=C(C=C1)[C@@]1(N(C(C2=CC(=CC=C12)C(C)(C)O)=O)CC1=CC=C(C=C1)Cl)OCC1(CC1)C#N 1-(([(1R)-1-(4-chlorophenyl)-2-[(4-chlorophenyl)methyl]-5-(2-hydroxypropan-2-yl)-3-oxo-2,3-dihydro-1H-isoindol-1-yl]oxy)methyl)cyclopropane-1-carbonitrile